N12CCN(CCN(CCN(CC1)CC(=O)O)CC2)CC(=O)O 1,4,7,10-tetraazabicyclo[5.5.2]tetradecane-4,10-diacetic acid